N[C@H]1[C@@H]2N(C[C@H]1CC2)C(=O)C2=CC1=C(N(C(=N1)C=1N(C3=C(C=CC=C3C1)C1=CC=C(C=C1)CNC(C)=O)CC1CC1)C)C(=C2)OC N-{[4-(2-{5-[(1R,4R,7R)-7-amino-2-azabicyclo[2.2.1]heptane-2-carbonyl]-7-methoxy-1-methyl-1H-1,3-benzodiazol-2-yl}-1-(cyclopropylmethyl)-1H-indol-7-yl)phenyl]methyl}acetamide